NCCCC=C(C(=O)N)C (3-aminopropyl)-methacrylamide